NC1=C(C=C(C=N1)NC(C(=O)N1[C@@H](CC[C@H](C1)C)C1CC2(CC(C2)N)C1)=O)C N-(6-amino-5-methyl-3-pyridyl)-2-[(2S,5R)-2-(2-aminospiro[3.3]heptan-6-yl)-5-methyl-1-piperidyl]-2-oxo-acetamide